O1C(CCC1)C1=NC=CC2=CC=3NC=4C=CC=CC4C3C=C21 1-(tetrahydrofuran-2-yl)-6H-pyrido[4,3-b]carbazole